4-(3-Methoxy-5-(1H-pyrazol-1-yl)phenoxy)quinazoline COC=1C=C(OC2=NC=NC3=CC=CC=C23)C=C(C1)N1N=CC=C1